O1N=CC=CC=C1 1,2-oxazepine